C(#N)C1CC2(C1)C[C@H](N(CC2)CC2=C1C=CNC1=C(C=C2OC)C)C2=CC=C(C(=O)NC(CN1CCCC1)(C)C)C=C2 4-((2R,4s,6S)-2-cyano-7-((5-methoxy-7-methyl-1H-indol-4-yl)methyl)-7-azaspiro[3.5]nonan-6-yl)-N-(2-methyl-1-(pyrrolidin-1-yl)propan-2-yl)benzamide